N1C[C@H](CCC1)CO [(3S)-hexahydropyridin-3-yl]methanol